(S)-2-((((9H-fluoren-9-yl)methoxy)carbonyl)amino)-6-(p-tolyl)hexanoic acid C1=CC=CC=2C3=CC=CC=C3C(C12)COC(=O)N[C@H](C(=O)O)CCCCC1=CC=C(C=C1)C